FC1=CC(=C(C=C1)C1=CC(=CC=C1)C1=NC2=C(N1)C(=CC=C2)C(F)(F)F)C2=NN=CN2C 2-(4'-Fluoro-2'-(4-methyl-4H-1,2,4-triazol-3-yl)-[1,1'-biphenyl]-3-yl)-7-(trifluoromethyl)-1H-benzo[d]imidazole